ClC1=CC=C2C(=N1)C(=CN2)NC2=NC1=C(N2)C=CC=C1C=1CCOCC1 N-(5-chloro-1H-pyrrolo[3,2-b]pyridin-3-yl)-4-(3,6-dihydro-2H-pyran-4-yl)-1H-benzo[d]imidazol-2-amine